N-(6-(2-methylmorpholino)pyridin-2-yl)-2-(6-azaspiro[2.5]octan-6-yl)benzamide CC1OCCN(C1)C1=CC=CC(=N1)NC(C1=C(C=CC=C1)N1CCC2(CC2)CC1)=O